NC1=C(C(=O)OC)C=CC(=C1)C(=O)OC Dimethyl aminoterephthalate